COC1=CC=C(COC(C=C)=O)C=C1 acrylic acid 4-methoxybenzyl ester